1-(5-(4-((1R,4R,5R)-5-amino-2-azabicyclo[2.2.1]heptan-2-yl)-6-fluoro-8-(methylamino)-9H-pyrimido[4,5-b]indol-2-yloxy)-3-chloropyridin-2-yl)ethanol N[C@H]1[C@H]2CN([C@@H](C1)C2)C2=NC(=NC=1NC3=C(C=C(C=C3C12)F)NC)OC=1C=C(C(=NC1)C(C)O)Cl